5-bromo-2-(1-methylimidazol-4-yl)pyridine BrC=1C=CC(=NC1)C=1N=CN(C1)C